2,3-dihydro-1H-xanthene C1CCC=C2OC3=CC=CC=C3C=C12